3-(2-aminobenzo[d]oxazol-5-yl)-6-(2-fluoro-5-(trifluoromethoxy)benzyl)-7,8-dihydro-1,6-naphthyridin-5(6H)-one NC=1OC2=C(N1)C=C(C=C2)C=2C=NC=1CCN(C(C1C2)=O)CC2=C(C=CC(=C2)OC(F)(F)F)F